FC=1C=C(CC=2C=NN(C2)C(=O)N[C@@H]2C(N(C3=C(NC2)C=CC(=C3)OC)C)=O)C=CC1 (S)-4-(3-fluorobenzyl)-N-(7-methoxy-5-methyl-4-oxo-2,3,4,5-tetrahydrobenzo[b][1,4]azazepin-3-yl)-1H-pyrazole-1-carboxamide